N-(2-Fluorobenzyl)-3-[3-(4-Methoxybenzyl)-3H-imidazo[4,5-b]pyridin-2-yl]-propionamid FC1=C(CNC(CCC2=NC=3C(=NC=CC3)N2CC2=CC=C(C=C2)OC)=O)C=CC=C1